C(#N)[C@H]1N(CSC1)C(CNC(=O)C1=CC=NC2=CC=C(C=C12)OC(CF)CF)=O (R)-N-(2-(4-Cyanothiazolidin-3-yl)-2-oxoethyl)-6-((1,3-difluoropropan-2-yl)oxy)quinoline-4-carboxamide